C1(CC1)S(=O)(=O)C=1C(=C2C(=NN(C2=CC1)C(C1=CC=CC=C1)(C1=CC=CC=C1)C1=CC=CC=C1)OC(F)F)C1=CC(=C(C=C1)S(=O)(=O)C)C 5-cyclopropyl-sulfonyl-3-(difluoromethoxy)-4-(3-methyl-4-methyl-sulfonyl-phenyl)-1-trityl-indazole